O1C(=CC=C1)CSCCN1C=[N+](C=C1)CCSCC=1OC=CC1 1,3-bis{2-[(furan-2-yl)methylthio]ethyl}imidazolium